methyl 4-nitro-1-(tetrahydro-2H-pyran-2-yl)-1H-indazole-5-carboxylate [N+](=O)([O-])C1=C2C=NN(C2=CC=C1C(=O)OC)C1OCCCC1